C(C1=CC=CC=C1)OC1CC(CCC1)NC(=O)C1=CN(C2=C1C(N(C=C2C)C)=O)C N-(3-(benzyloxy)cyclohexyl)-1,5,7-trimethyl-4-oxo-4,5-dihydro-1H-pyrrolo[3,2-c]pyridine-3-carboxamide